Trans-4-(2-amino-2-methylpropanoyl)-N-(1-(7-((3-(aminomethyl)cyclobutyl)amino)-5,6,7,8-tetrahydronaphthalen-2-yl)-2-oxo-1,2-dihydropyrimidin-4-yl)piperazine-1-carboxamide hydrochloride Cl.NC(C(=O)N1CCN(CC1)C(=O)NC1=NC(N(C=C1)C1=CC=2CC(CCC2C=C1)N[C@@H]1C[C@H](C1)CN)=O)(C)C